N12CCN(CC2CCCC1)C1=NC=C(C=C1)C1(NC=C(C(=N1)NC=1C=CC2=C(NC(O2)=O)C1)C)N 2-[2-(1,4-diazabicyclo[4.4.0]dec-4-yl)pyridin-5-yl]-5-methyl-N4-(2-oxo-2,3-dihydro-1,3-benzooxazol-5-yl)-2,4-pyrimidinediamine